[Ca].OCC(NCCCNC(CO)(CO)CO)(CO)CO 1,3-Bis[Tris(hydroxymethyl)methylamino]propane Calcium